4-acetamidobenzotriazole C(C)(=O)NC1=CC=CC=2NN=NC21